C[C@@]12[C@@H]([C@H](C[C@H]1[C@@H]1CC=C3C[C@H](CC[C@]3(C)[C@H]1CC2)O)O)O 5-Androstene-3b,16b,17a-triol